3-amino-4-((2-fluorophenyl)amino)butan-1-ol hydrochloride Cl.NC(CCO)CNC1=C(C=CC=C1)F